BrCC1=NN(C(=C1)C(Cl)(Cl)Cl)C1=NC=CC=C1Cl 2-(3-(bromomethyl)-5-(trichloromethyl)-1H-pyrazol-1-yl)-3-chloropyridine